FC1=C(CC=2NC(=NN2)C(=O)NC2=NC=C(C(=C2)C2=C(C=CC(=C2)OCCCC(C)(C)O)C)C)C=CC=C1 5-(2-Fluorobenzyl)-N-(4-(5-((4-hydroxy-4-methylpentyl)oxy)-2-methylphenyl)-5-methylpyridin-2-yl)-4H-1,2,4-triazole-3-carboxamide